BrCC(=O)C1=C(C=C(C=N1)OC(C#N)(C)C)SCC 2-[[6-(2-bromoacetyl)-5-ethylsulfanyl-3-pyridyl]oxy]-2-methyl-propanenitrile